FC1(OC2=C(O1)C=CC(=C2)C=CC(=O)N2CCN(CC2)C(=O)C2=NC(=NC=C2)OCC(C)O)F 3-(2,2-difluorobenzo[d][1,3]dioxol-5-yl)-1-(4-(2-(2-hydroxypropoxy)pyrimidine-4-carbonyl)piperazin-1-yl)prop-2-en-1-one